ClC=1C=C2C=C(NC2=CC1C1=NC(=C(C=C1)OC)F)CNC(=O)C1(CC1)O N-{[5-chloro-6-(6-fluoro-5-methoxy-2-pyridyl)-2-indolyl]methyl}1-hydroxycyclopropanecarboxamide